O1[C@H](COCC1)CN1N=C2C3=C(CC4(C2=C1)CC4)OC(=C3C(F)(F)F)C(=O)OCC ethyl 2'-{[(2S)-1,4-dioxan-2-yl]methyl}-8'-(trifluoromethyl)-2',5'-dihydrospiro[cyclopropane-1,4'-furo[2,3-g]indazole]-7'-carboxylate